C(CCC)C1C(OCCCC1)=O butyloxepan-2-one